N-(1-cyanocyclopropyl)-3-(1-(difluoromethyl)-3,5-dimethyl-1H-pyrazol-4-yl)-8-(4-isobutyrylpiperazin-1-yl)imidazo[1,2-a]pyridine-6-sulfonamide C(#N)C1(CC1)NS(=O)(=O)C=1C=C(C=2N(C1)C(=CN2)C=2C(=NN(C2C)C(F)F)C)N2CCN(CC2)C(C(C)C)=O